FC(C(O)C1=CC(=C(C=C1)OC=1SC2=C(N1)C(=CC=C2)SC)OC)(F)F 2,2,2-trifluoro-1-(3-methoxy-4-{[4-(methylsulfanyl)-1,3-benzothiazol-2-yl]oxy}phenyl)ethanol